2-(2-((5-(3-(aminomethyl)phenyl)-7-(methylamino)benzofuran-3-yl)methoxy)-4-methoxyphenyl)acetic acid NCC=1C=C(C=CC1)C=1C=C(C2=C(C(=CO2)COC2=C(C=CC(=C2)OC)CC(=O)O)C1)NC